Boc-4-bis(2-chloroethyl)amino-L-phenylalanine C(=O)(OC(C)(C)C)N[C@@H](CC1=CC=C(C=C1)N(CCCl)CCCl)C(=O)O